7-(benzofuran-5-yl)-2,4-dimethyl-N-((6-methyl-4-(methylthio)-2-oxo-1,2-dihydropyridin-3-yl)methyl)-2-(piperidin-4-yl)benzo[d][1,3]dioxole-5-carboxamide hydrochloride Cl.O1C=CC2=C1C=CC(=C2)C2=CC(=C(C1=C2OC(O1)(C1CCNCC1)C)C)C(=O)NCC=1C(NC(=CC1SC)C)=O